ClC=1C=C2CN(CC2=CC1)C(=O)N(C)[C@@H]1COCC=2NC(C=3C=C(C(=CC3C21)F)F)=O (S)-5-chloro-N-(8,9-difluoro-6-oxo-1,4,5,6-tetrahydro-2H-pyrano[3,4-c]isoquinolin-1-yl)-N-methylisoindoline-2-carboxamide